O1COC2=C1C=CC(=C2)C=2OC1=C(\C(\C2)=N\C2=C(N)C=CC=C2)C=CC=C1 (E)-2-((2-(benzo[d][1,3]dioxol-5-yl)-4H-benzopyran-4-ylidene)amino)aniline